ClC1=NC(=CC2=C1N=C(N=C2)SC)[C@@]2(C(=O)OCC)CC=CC=C2 (R)-Ethyl 1-(8-chloro-2-(methylthio)pyrido[3,4-d]pyrimidin-6-yl)benzoate